6-ethyl-3,4-dimethylphenol C(C)C1=CC(=C(C=C1O)C)C